ribosyl-oxocarbenium C1([C@H](O)[C@H](O)[C@H](O1)CO)[C+]=O